C1(CC1)C1=NC=NC(=C1C1=NC=2N(CC(N(C2C=N1)C([2H])([2H])[2H])=O)CC1=CC=C(C=C1)C=1N(C=C(N1)C(F)(F)F)C)OC(F)F 2-(4-cyclopropyl-6-difluoromethoxy-pyrimidin-5-yl)-5-(methyl-d3)-8-(4-(1-methyl-4-(trifluoromethyl)-1H-imidazol-2-yl)benzyl)-7,8-dihydro-pteridin-6(5H)-one